2,4-Diethyl-octane-1,3-diol C(C)C(CO)C(C(CCCC)CC)O